4-((1R,3r,5S,6r)-6-(1-isopropyl-3-(4-(trifluoromethoxy)phenyl)-1H-pyrazol-5-yl)bicyclo[3.1.0]hexane-3-yl)-1,4-oxaazepane C(C)(C)N1N=C(C=C1C1[C@H]2CC(C[C@@H]12)N1CCOCCC1)C1=CC=C(C=C1)OC(F)(F)F